4-chloro-3-(7-chloro-5-fluoro-4-oxo-1,4-dihydroquinolin-2-yl)benzonitrile ClC1=C(C=C(C#N)C=C1)C=1NC2=CC(=CC(=C2C(C1)=O)F)Cl